t-butoxycarbonyl-3-aminopyrrolidine C(C)(C)(C)OC(=O)N1CC(CC1)N